dicyclopentadiene di(3,4-epoxycyclohexanecarboxylate) C1(CC2C(CC1)O2)C(=O)O.C2(CC1C(CC2)O1)C(=O)O.C1=CC=CC1.C1=CC=CC1